CC1(C(=CCC=C(CCC=C(CC1)C)C)C)C(=O)C1(C(=CCC=C(CCC=C(CC1)C)C)C)C Methyl-2,6,10-trimethyl-2,5,9-cyclododecatrienylketon